(-)-lyxose O=C[C@@H](O)[C@@H](O)[C@H](O)CO